ClC1=CC=C(C=C1)C1N2C(C3=CC=CC=C13)=NCC2 5-(p-chlorophenyl)-2,5-dihydro-3H-imidazo[2,1-a]isoindol